2-(difluoromethyl)-8,9-dimethyl-7-(3-(1,3,5-trimethyl-1H-pyrazol-4-yl)-7,8-dihydro-1,6-naphthyridin-6(5H)-yl)-4H-pyrimido[1,2-b]pyridazin-4-one FC(C=1N=C2N(N=C(C(=C2C)C)N2CC=3C=C(C=NC3CC2)C=2C(=NN(C2C)C)C)C(C1)=O)F